gallium farnesol OCC=C(C)CCC=C(C)CCC=C(C)C.[Ga]